N-(3-bromo-5-methylphenyl)-5-hydroxy-N-((1S,2S)-2-hydroxycyclopentyl)-6-(hydroxymethyl)-3-methoxy-4-(4-(3,4,5-trifluorophenyl)-1H-1,2,3-triazol-1-yl)tetrahydro-2H-pyran-2-carboxamide BrC=1C=C(C=C(C1)C)N(C(=O)C1OC(C(C(C1OC)N1N=NC(=C1)C1=CC(=C(C(=C1)F)F)F)O)CO)[C@@H]1[C@H](CCC1)O